3-(3,5-dioxopiperazin-1-yl)-4-methoxybenzoic acid O=C1CN(CC(N1)=O)C=1C=C(C(=O)O)C=CC1OC